4-(3a,4-dihydrobenzo[d][1,3]dioxol-5-yl)-5-(pyridin-2-yl)-1H-imidazol O1COC2C1=CC=C(C2)C=2N=CNC2C2=NC=CC=C2